4-((6-chloro-4'-fluoro-5-methylamino-[1,1'-biphenyl]-2-yl)amino)-2-fluoronicotinic acid ClC1=C(C=CC(=C1C1=CC=C(C=C1)F)NC1=CC=NC(=C1C(=O)O)F)NC